O=C1N(C2=CC=CC=C2C(N1C1=NC=CC=C1)=O)CC1=CC=C(C(=O)NO)C=C1 4-((2,4-dioxo-3-(pyridin-2-yl)-3,4-dihydroquinazolin-1(2H)-yl)methyl)-N-hydroxybenzamide